3-((5-cyclopentyl-1H-pyrazol-3-yl)amino)-1-methyl-6,7-dihydro-5H-cyclopenta[c]pyridine-4-carbonitrile C1(CCCC1)C1=CC(=NN1)NC1=C(C2=C(C(=N1)C)CCC2)C#N